CCCCC/C=C\\C/C=C\\C/C=C\\CCCCCCC(=O)O[C@@H](CO)COC(=O)CCCCCCC/C=C\\C/C=C\\C/C=C\\CC The molecule is a 1,2-diacyl-sn-glycerol in which the acyl groups positions 1 and 2 are specified as alpha-linolenoyl and (8Z,11Z,14Z)-icosatrienoyl respectively. It has a role as a human blood serum metabolite. It is a 1,2-diacyl-sn-glycerol and a diacylglycerol 38:6. It derives from an alpha-linolenic acid and an all-cis-icosa-8,11,14-trienoic acid.